N-[(3-aminoquinoxalin-6-yl)methyl]-N-(1,1-dioxo-2,3-dihydro-1λ6-benzothiophen-7-yl)-4,4,4-trifluorobutanamide NC=1C=NC2=CC=C(C=C2N1)CN(C(CCC(F)(F)F)=O)C1=CC=CC=2CCS(C21)(=O)=O